FC1=C2C(=CNC2=CC=C1OC)CCN(C(C)C)C(C)C N-(2-(4-fluoro-5-methoxy-1H-indol-3-yl)ethyl)-N-isopropylpropan-2-amine